2,2,4,4-Tetramethylglutaronitril CC(C#N)(CC(C#N)(C)C)C